2,3-diethyl-1,4-butanediol bis(diphenylphosphonite) C1(=CC=CC=C1)P(O)(O)C1=CC=CC=C1.C1(=CC=CC=C1)P(O)(O)C1=CC=CC=C1.C(C)C(CO)C(CO)CC